(S,Z)-3-((5-(bicyclo[2.2.1]heptan-1-yl)-3-(ethoxymethyl)-2-methyl-7-(methylthio)-1,1-dioxido-2,3,4,5-tetrahydrobenzo[f][1,2,5]thiadiazepin-8-yl)oxy)-2-fluoroacrylic acid C12(CCC(CC1)C2)N2C[C@H](N(S(C1=C2C=C(C(=C1)O\C=C(\C(=O)O)/F)SC)(=O)=O)C)COCC